1-(2-methylthiazolo[5,4-b]pyridin-5-yl)ethan-1-ol CC=1SC2=NC(=CC=C2N1)C(C)O